Hydrazine Monohydrobromide Br.NN